2-Butylhexyl ((S)-(perfluorophenoxy)(phenoxy)phosphoryl)-L-phenylalaninate FC1=C(O[P@@](=O)(OC2=CC=CC=C2)N[C@@H](CC2=CC=CC=C2)C(=O)OCC(CCCC)CCCC)C(=C(C(=C1F)F)F)F